N-{2-[(2R)-1-methylpiperidin-2-yl]-1-{[2-(trimethylsilyl)ethoxy]methyl}pyrrolo[3,2-c]pyridin-6-yl}-5-[1-(oxan-2-yl)pyrazol-4-yl]pyridine-2-carboxamide CN1[C@H](CCCC1)C1=CC=2C=NC(=CC2N1COCC[Si](C)(C)C)NC(=O)C1=NC=C(C=C1)C=1C=NN(C1)C1OCCCC1